dichloro[2,6-bis[4-(R)-isopropyl-2-oxazolyl]-4-methylpyridine] cobalt [Co].ClC=1C(=C(C(=NC1C=1OC=C(N1)C(C)C)C=1OC=C(N1)C(C)C)Cl)C